tert-butyl 4-{[(4-{[6-(5-chloro-2-fluorophenyl)-3-methylpyridazin-4-yl]amino}pyridin-2-yl)carbamoyl]methyl}-1,4-diazepane-1-carboxylate ClC=1C=CC(=C(C1)C1=CC(=C(N=N1)C)NC1=CC(=NC=C1)NC(=O)CN1CCN(CCC1)C(=O)OC(C)(C)C)F